terephthalamide adipate C(CCCCC(=O)O)(=O)O.C(C1=CC=C(C(=O)N)C=C1)(=O)N